FC1=C(C(=C(C(=C1S(=O)(=O)[O-])F)F)F)F.[Ni+2].FC1=C(C(=C(C(=C1S(=O)(=O)[O-])F)F)F)F nickel (II) pentafluorobenzenesulfonate